(S)-(3-Aminopyrrolidin-1-yl)(3-(4-(5-fluoro-3,3-dimethylindolin-1-yl)pyrido[3,2-d]pyrimidin-6-yl)phenyl)methanone N[C@@H]1CN(CC1)C(=O)C1=CC(=CC=C1)C=1C=CC=2N=CN=C(C2N1)N1CC(C2=CC(=CC=C12)F)(C)C